2-((1r,4r)-4-((3-(2-(trifluoromethyl)benzofuran-6-yl)imidazo[1,2-b]pyridazin-6-yl)amino)cyclohexyl)propan-2-ol FC(C=1OC2=C(C1)C=CC(=C2)C2=CN=C1N2N=C(C=C1)NC1CCC(CC1)C(C)(C)O)(F)F